(R)-6-chloro-3-((1-(3-ethyl-6-methyl-2-(4-(4-methyl-1H-pyrazol-1-yl)piperidin-1-yl)-4-oxo-3,4-dihydroquinazolin-8-yl)ethyl)amino)-N-(methylsulfonyl)picolinamide ClC1=CC=C(C(=N1)C(=O)NS(=O)(=O)C)N[C@H](C)C=1C=C(C=C2C(N(C(=NC12)N1CCC(CC1)N1N=CC(=C1)C)CC)=O)C